NC1=C(C=CC=C1)N1C(=CC2=CC=CC(=C12)Cl)C=1C(N(C(C1)=O)C)=O 3-(1-(2-Aminophenyl)-7-chloro-1H-indol-2-yl)-1-methyl-1H-pyrrole-2,5-dione